4-(5-(2,6-dimethylphenoxy)-1-methyl-2-oxo-1,2-dihydropyridin-4-yl)-2-(2-isopropylthiazol-5-yl)-6-methyl-1-tosyl-1,6-dihydro-7H-pyrrolo[2,3-c]pyridin-7-one CC1=C(OC=2C(=CC(N(C2)C)=O)C=2C3=C(C(N(C2)C)=O)N(C(=C3)C3=CN=C(S3)C(C)C)S(=O)(=O)C3=CC=C(C)C=C3)C(=CC=C1)C